dibenzopyran-3-acetate C1=CC(=CC2=C1C1=C(CO2)C=CC=C1)CC(=O)[O-]